α,α-diethyl-δ-caprolactone C(C)C1(C(=O)OC(CC1)C)CC